CN(CCCC(=O)SC(CCC(=O)OC(COC(CCCCCCC)=O)COC(CCCCCCC)=O)CCC(=O)OC(COC(CCCCCCC)=O)COC(CCCCCCC)=O)C bis(1,3-bis(Octanoyloxy)propan-2-yl) 4-((4-(dimethylamino)butanoyl) thio)heptanedioate